1-ethyl-3-(5-((1-(2-methyl-6-(1H-pyrazol-1-yl)pyridin-3-yl)piperidin-4-yl)methyl)thiazol-2-yl)urea C(C)NC(=O)NC=1SC(=CN1)CC1CCN(CC1)C=1C(=NC(=CC1)N1N=CC=C1)C